C(C1=CC=C(C(=O)[O-])C=C1)(=O)OCCO mono-(2-hydroxy ethyl) terephthalate